O=C1NC(CCC1C=1C=CC(=NC1)N1CCC(CC1)C=O)=O (5-(2,6-dioxopiperidin-3-yl)pyridin-2-yl)piperidine-4-carbaldehyde